5-[4-amino-2-(4-fluoroanilino)thiazole-5-carbonyl]-N-[2-fluoro-1-(fluoromethyl)ethyl]isoxazole-3-carboxamide NC=1N=C(SC1C(=O)C1=CC(=NO1)C(=O)NC(CF)CF)NC1=CC=C(C=C1)F